N-((1r,3S)-3-(3,3-difluoropyrrolidin-1-yl)-2,2,4,4-tetramethylcyclobutyl)-4-(5-(5-fluoro-2-methoxypyridin-4-yl)-1H-pyrazole-3-carbonyl)-4-azaspiro[2.5]octane-7-carboxamide FC1(CN(CC1)C1C(C(C1(C)C)NC(=O)C1CCN(C2(CC2)C1)C(=O)C1=NNC(=C1)C1=CC(=NC=C1F)OC)(C)C)F